(cis)-methyl 4-hydroxycyclohexanecarboxylate O[C@H]1CC[C@H](CC1)C(=O)OC